BrC1=NN(C(=C1)C(=O)NC1(C(C1C1=CC=CC=C1)C1=CC=CC=C1)C(NC1=CC=CC=C1)=O)C1=NC=CC=C1Cl 3-bromo-1-(3-chloropyridin-2-yl)-N-(2,3-diphenyl-1-(phenylcarbamoyl)cyclopropyl)-1H-pyrazole-5-carboxamide